ClC1=CC(=NC(=C1)N1CCCC1)C(=O)NC1=CC=C(C(=O)O)C=C1 4-(4-chloro-6-(pyrrolidin-1-yl)picolinamido)benzoic acid